N1C=C(C2=CC=CC=C12)C(=O)N1CCC(CC1)N1C2=C(N(C(C1=O)=O)C)C=C(C=N2)Cl 4-(1-(1H-indole-3-carbonyl)piperidin-4-yl)-7-chloro-1-methyl-1,4-dihydropyrido[2,3-b]pyrazine-2,3-dione